2-bromo-5-methylthiazole-4-carboxylic acid BrC=1SC(=C(N1)C(=O)O)C